(2S,3S)-2-amino-3-methyl-pentanoic acid tert-butyl ester hydrochloride Cl.C(C)(C)(C)OC([C@H]([C@H](CC)C)N)=O